1-deoxy-4-O-(α-D-glucopyranosyl)-D-fructose [C@H]1([C@H](O)[C@@H](O)[C@H](O)[C@H](O1)CO)O[C@@H]([C@@H](C(C)=O)O)[C@H](O)CO